5,10,15,20-tetrakis(4-bromophenyl)porphyrin cobalt (II) [Co+2].BrC1=CC=C(C=C1)C=1C2=CC=C(N2)C(=C2C=CC(C(=C3C=CC(=C(C=4C=CC1N4)C4=CC=C(C=C4)Br)N3)C3=CC=C(C=C3)Br)=N2)C2=CC=C(C=C2)Br